(2S)-2-[ethyl-(9H-fluoren-9-ylmethoxycarbonyl)amino]-4-methylpentanoic acid C(C)N([C@H](C(=O)O)CC(C)C)C(=O)OCC1C2=CC=CC=C2C=2C=CC=CC12